benzyl 6,11-dimethyl-sulfonyl-2,6,11-triazaspiro[3.8]dodeca-8-yne-2-carboxylate CS(=O)(=O)N1CC2(CN(C2)C(=O)OCC2=CC=CC=C2)CN(CC#CC1)S(=O)(=O)C